4-[[3-[4-(4-aminobut-2-ynoxy)-2,3-difluorophenyl]imidazo[1,2-a]pyrazin-8-yl]amino]-N-(3-aminopropyl)-2-ethylbenzamide NCC#CCOC1=C(C(=C(C=C1)C1=CN=C2N1C=CN=C2NC2=CC(=C(C(=O)NCCCN)C=C2)CC)F)F